C(CC)S(=O)(=O)[O-].[K+].C(#N)C1=CC=C(C=C1)C1CCN(CC1)C(=O)C=1C(=CC(=C(C(=O)NN)C1)C1CCC1)CC 5-(4-(4-cyanophenyl)piperidine-1-carbonyl)-2-cyclobutyl-4-ethylbenzoyl-hydrazine potassium propanesulfonic acid salt